C(CCC)N1C(C2=C(C(=C1)C1=C(C=C(C(=C1)OC)C(=O)N1CCOCC1)OC)C=C(N2)C)=O 6-butyl-4-[2,5-dimethoxy-4-(morpholine-4-carbonyl)phenyl]-2-methyl-1H-pyrrolo[2,3-c]Pyridin-7-one